2-ethoxy-4-methoxy-5-(4,4,5,5-tetramethyl-1,3,2-dioxaborolan-2-yl)pyridine C(C)OC1=NC=C(C(=C1)OC)B1OC(C(O1)(C)C)(C)C